F[C@@H]1CN(C[C@H]1O)C(C)=O 1-((3R,4R)-3-fluoro-4-hydroxypyrrolidin-1-yl)ethan-1-one